C(C)(C)(C)OC(NC1CNCC12OCCO2)=O [1,4-dioxa-7-azaspiro[4.4]nonan-9-yl]carbamic acid tert-butyl ester